(R)-ethyl 1-(2-((tert-butoxycarbonyl)amino)-3,3-dimethylbutyl)-4-chloro-3-(3-methoxypropoxy)-1H-pyrazole-5-carboxylate C(C)(C)(C)OC(=O)N[C@@H](CN1N=C(C(=C1C(=O)OCC)Cl)OCCCOC)C(C)(C)C